C1=C(C=CC2=CC=CC=C12)OC1=C(C(S\C(=C(\C)/N(C=O)CC=2C(=NC(=NC2)C)N)\CCO)=O)C=CC=C1 (Z)-S-(2-(N-((4-amino-2-methylpyrimidin-5-yl)methyl)formamido)-5-hydroxypent-2-en-3-yl) 2-(naphthalen-2-yloxy)benzothioate